C(C1=CC=CC=C1)N([C@@H](CC(=O)OCC)C=1C=C(C=C(C1)C)C1=C(C=CC=C1C)C)[C@H](C)C1=CC=CC=C1 ethyl (S)-3-(benzyl((R)-1-phenylethyl)amino)-3-(2',5,6'-trimethylbiphenyl-3-yl)propanoate